tert-Butyl-dimethyl-silyl chloride C(C)(C)(C)[Si](C)(C)Cl